BrCCCCCCCCCCCCOC=1C=C(C(=O)C=2N=C(SC2)[C@H]2N(CCC2)C([C@H](C2CCCCC2)NC([C@H](C)N(C(OC(C)(C)C)=O)C)=O)=O)C=CC1 tert-butyl N-[(1S)-2-[[(1S)-2-[(2S)-2-[4-[3-(12-bromododecoxy)benzoyl]thiazol-2-yl]pyrrolidin-1-yl]-1-cyclohexyl-2-oxo-ethyl]amino]-1-methyl-2-oxo-ethyl]-N-methyl-carbamate